COC(=O)C1CC(C1)=O 3-oxocyclobutanecarboxylic acid methyl ester